C(C)(=O)N1CCC(CC1)C=1C=CC(=C(C1)C=1CCCCC1)NC(=O)C1=NOC(=C1)C N-(5-(1-acetylpiperidin-4-yl)-2',3',4',5'-tetrahydro-[1,1'-biphenyl]-2-yl)-5-methylisoxazole-3-carboxamide